urea-15N [15NH2]C(=O)N